C1(=CC=CC=C1)[C@@H]1N2[C@H](C(OC1)=O)C[C@@H]1[C@H]2COC1 (3aS,5S,8aS,9aR)-5-phenyloctahydro-8H-furo[3',4':4,5]pyrrolo[2,1-c][1,4]oxazin-8-one